C1=C2C(=CC(=C1Cl)Cl)OC3=CC(=C(C=C3O2)Cl)Cl Tetradioxin